(1s,2s)-N-[5-[3-(7,7-dimethyl-4-oxo-1,2,6,8-tetrahydropyrido[3,4-b]pyrrolizin-3-yl)-5-fluoro-2-(hydroxymethyl)phenyl]-1-methyl-2-oxo-3-pyridinyl]-2-fluoro-cyclopropanecarboxamide CC1(CN2C3=C(C=C2C1)CNC(C3=O)C=3C(=C(C=C(C3)F)C=3C=C(C(N(C3)C)=O)NC(=O)[C@H]3[C@H](C3)F)CO)C